ClC1=CC(=C(N=N1)NC1C[C@@H]2[C@@H](CN(C2)C(=O)OC(C)(C)C)C1)OC tert-Butyl (3aR,5s,6aS)-5-((6-chloro-4-methoxypyridazin-3-yl)amino)hexahydrocyclopenta[c]pyrrole-2(1H)-carboxylate